C(#N)C=1C(=CC(=NC1)NC(C1=CN=C(C=C1)C1=C(C=C(C=C1)C1=NOC(=N1)C)C(F)(F)F)=O)OCCN(C)C N-(5-cyano-4-(2-(dimethylamino)ethoxy)pyridin-2-yl)-6-(4-(5-methyl-1,2,4-oxadiazol-3-yl)-2-(trifluoromethyl)phenyl)nicotinamide